2-((diphenylmethylene)amino)-4,4-difluorobutyronitrile C1(=CC=CC=C1)C(C1=CC=CC=C1)=NC(C#N)CC(F)F